guanidinium isostearate C(CCCCCCCCCCCCCCC(C)C)(=O)[O-].NC(=[NH2+])N